5-methyl-5-(2-(3-methylpyridin-2-yl)ethyl)furan-2(5H)-one CC1(C=CC(O1)=O)CCC1=NC=CC=C1C